ClC1=C(C(=CC=C1)Cl)N1CC(C1)C1=CC(=C(CN2C[C@H](CC2)C(=O)OC)C(=C1)C)C methyl (s)-1-(4-(1-(2,6-dichlorophenyl)azetidin-3-yl)-2,6-dimethylbenzyl)pyrrolidine-3-carboxylate